FC1=C(C=C(C(=C1)C1=NC2=C(C=C(C=C2C=N1)C(F)(F)F)C)C)N1C(C=2N(CC1)N=CC2C)=O 5-(2-fluoro-5-methyl-4-(8-methyl-6-(trifluoromethyl)quinazolin-2-yl)phenyl)-3-methyl-6,7-dihydropyrazolo[1,5-a]pyrazin-4(5H)-one